tert-Butyl (3R,4R)-3-(dibenzylamino)-4-(2-(4-methylpiperazin-1-yl)ethoxy)pyrrolidine-1-carboxylate C(C1=CC=CC=C1)N([C@@H]1CN(C[C@H]1OCCN1CCN(CC1)C)C(=O)OC(C)(C)C)CC1=CC=CC=C1